(2R,4R)-1-(3-chloro-2-fluorobenzyl)-4-((6-cyano-5-fluoro-2-((5-methyl-1H-pyrazol-3-yl)amino)-pyrimidin-4-yl)methyl)-2-methyl-piperidine-4-carboxylic acid ClC=1C(=C(CN2[C@@H](C[C@@](CC2)(C(=O)O)CC2=NC(=NC(=C2F)C#N)NC2=NNC(=C2)C)C)C=CC1)F